1-(trifluoromethyl)-1,2-benziodoxol-3-one FC(I1OC(C2=C1C=CC=C2)=O)(F)F